C(CCCCCCCCCCCCCCCCCCCCCCCCCCCCCCCCCCCCCCC)O tetracontyl alcohol